N-((5-chloro-4-(((ethyl(methyl)amino)methylene)amino)-2-methylphenyl)(ethyl)(oxo)-λ6-sulfaneylidene)-3-methoxybenzamide ClC=1C(=CC(=C(C1)S(=NC(C1=CC(=CC=C1)OC)=O)(=O)CC)C)N=CN(C)CC